C(#N)C(C(=O)NCCNC(CCN1C(C=CC1=O)=O)=O)=C(C1=CC=CC=C1)C1=CC=CC=C1 2-cyano-N-[2-[3-(2,5-dioxopyrrol-1-yl)propanoylamino]ethyl]-3,3-diphenyl-prop-2-enamide